C(C)(=O)N1CCC(CC1)NCC1=C(C=C(C=C1)C1=NC=CC(=C1Cl)C=1C(=C(C=CC1)C1=CC=C(C(=N1)OC)CN1C[C@@H](CC1)C(=O)O)Cl)OC (R)-1-((6-(3-(2-(4-(((1-acetylpiperidin-4-yl)amino)methyl)-3-methoxyphenyl)-3-chloropyridin-4-yl)-2-chlorophenyl)-2-methoxypyridin-3-yl)methyl)pyrrolidine-3-carboxylic acid